NC1=NC2=CC(=CC=C2C(=C1)NCCCNC(C)=O)C1=CC=NN1 N-(3-((2-amino-7-(1H-pyrazol-5-yl)quinolin-4-yl)amino)propyl)acetamide